O1COC2=C1C=CC(=C2)OCC2=C(C(=O)O)C=CC(=C2)Br 2-((benzo[d][1,3]dioxol-5-yloxy)methyl)-4-bromobenzoic acid